C1(=CC=CC=C1)C=1N=C(N=NC1C1=CC=CC=C1)N(CCCCC(=O)NS(=O)(=O)C)C(C)C 5-((5,6-diphenyl-1,2,4-triazin-3-yl)(isopropyl)amino)-N-(methylsulfonyl)pentanamide